4-(5-(3-chlorophenoxy)pyridin-3-yl)-2-hydroxybenzoic acid ClC=1C=C(OC=2C=C(C=NC2)C2=CC(=C(C(=O)O)C=C2)O)C=CC1